C(CCC(=O)OCCOCCOCCOCCOC(C=C)=O)(=O)ON1C(CCC1=O)=O 2,5-Dioxopyrrolidin-1-yl (13-oxo-3,6,9,12-tetraoxapentadec-14-en-1-yl) succinate